CC(CN=C=O)(CC(CCN=C=O)C)C 2,2,4-Trimethylhexamethylendiisocyanat